3,3-dioxane-2,6-dione C1C(OCCC1=O)=O